(5-methylpyrrolidin-2-yl)benzothiazole CC1CCC(N1)C=1SC2=C(N1)C=CC=C2